CNC1CN(CCC1)C=1C=C(N2N=CN=C(C21)N)C2=CC=C(C=C2)S(=O)(=O)C 5-(3-(methylamino)piperidin-1-yl)-7-(4-(methylsulfonyl)phenyl)pyrrolo[2,1-f][1,2,4]triazin-4-amine